ClC1(C(NC(C(=C1C)Cl)=O)=O)C#N 3,5-dichloro-3-cyano-4-methylpyridine-2,6(1H)dione